ClC1=C(C=C(CO)C=C1)C(F)(F)F 4-chloro-3-trifluoromethylbenzyl alcohol